ClC1=NC=C(C=O)C(=C1)C 6-Chloro-4-methylnicotinaldehyde